4-Amino-1-((4aR,6R,7aR)-2-(((S)-1,1-dipropoxypropan-2-yl)amino)-7,7-difluoro-2-oxidotetrahydro-4H-furo[3,2-d][1,3,2]dioxaphosphinin-6-yl)pyrimidin-2(1H)-one NC1=NC(N(C=C1)[C@H]1C([C@@H]2OP(OC[C@H]2O1)(=O)N[C@H](C(OCCC)OCCC)C)(F)F)=O